COC1=CC=C(C=N1)N=C(CC(=O)OCC)C ethyl 3-((6-methoxypyridin-3-yl)imino)butanoate